hexyl ((Z)-amino(5-(((1S,3S,5S)-5-methyl-2-((4-phenoxybenzoyl)glycyl)-2-azabicyclo-[3.1.0]hexane-3-carboxamido)methyl)thiophen-3-yl)methylene)carbamate N\C(\C1=CSC(=C1)CNC(=O)[C@H]1N([C@H]2C[C@]2(C1)C)C(CNC(C1=CC=C(C=C1)OC1=CC=CC=C1)=O)=O)=N/C(OCCCCCC)=O